(3R,6R)-7-(difluoromethoxy)-8-fluoro-4-hydroxy-2-(methyl-d3)-1-oxo-1,2,3,6-tetrahydro-3,6-methanobenzo[c]azocine-5-carbonitrile FC(OC1=C(C=CC=2C(N([C@H]3C(=C([C@@H](C21)C3)C#N)O)C([2H])([2H])[2H])=O)F)F